3,6-di-tert-butyl-9-allylcarbazole C(C)(C)(C)C=1C=CC=2N(C3=CC=C(C=C3C2C1)C(C)(C)C)CC=C